(4-(hydroxymethyl)-1-(2-(trifluoromethyl)phenyl)-1H-pyrazol-5-yl)-7-azaspiro[3.5]non-1-ene-7-carboxylic acid tert-butyl ester C(C)(C)(C)OC(=O)N1CCC2(CC=C2C2=C(C=NN2C2=C(C=CC=C2)C(F)(F)F)CO)CC1